(R,6S)-6-(azetidin-1-yl)-N'-(((R)-3-methyl-1,2,3,5,6,7-hexahydro-s-indacen-4-yl)carbamoyl)-6,7-dihydro-5H-pyrazolo[5,1-b][1,3]oxazine-3-sulfonimidamide N1(CCC1)[C@H]1CN2C(OC1)=C(C=N2)[S@@](=O)(N)=NC(NC2=C1[C@@H](CCC1=CC=1CCCC21)C)=O